NC1=NC=2C=NC(=CC2C2=C1COC2)C(=O)N2C(CCC(C2)C)C=2C=C1C3(C(NC1=C(C2)F)=O)CCC3 5'-(1-(4-amino-1,3-dihydrofurano[3,4-c][1,7]naphthyridine-8-carbonyl)-5-methylpiperidin-2-yl)-7'-fluorospiro[cyclobutane-1,3'-indolin]-2'-one